ClC=1C(=NC(=NC1)NC=1C=C(C=NC1)N1C(C2(CC1)CCNCC2)=O)N2CCCCC2 2-(5-((5-chloro-4-(piperidin-1-yl)pyrimidin-2-yl)amino)pyridin-3-yl)-2,8-diazaspiro[4.5]decan-1-one